triglycerol tribehenate C(CCCCCCCCCCCCCCCCCCCCC)(=O)O.C(CCCCCCCCCCCCCCCCCCCCC)(=O)O.C(CCCCCCCCCCCCCCCCCCCCC)(=O)O.OCC(O)CO.OCC(O)CO.OCC(O)CO